ClC1=NN2C(N=CC3=C2[C@](CN3C(=O)NC3=NC(=C(C(=C3)Cl)OC)O[C@@H]3CNCC3)(C(F)(F)F)C)=C1 (S)-2-chloro-N-(4-chloro-5-methoxy-6-(((S)-pyrrolidin-3-yl)oxy)pyridin-2-yl)-8-methyl-8-(trifluoromethyl)-7,8-dihydro-6H-pyrazolo[1,5-a]pyrrolo[2,3-e]pyrimidine-6-carboxamide